(3S,5R)-5-Amino-1-(7-(8-ethynyl-7-fluoro-3-hydroxynaphthalen-1-yl)-8-fluoro-2-(((2R,7aS)-2-fluorohexahydro-1H-pyrrolizin-7a-yl)methoxy)pyrido[4,3-d]pyrimidin-4-yl)piperidin-3-ol N[C@@H]1C[C@@H](CN(C1)C=1C2=C(N=C(N1)OC[C@]13CCCN3C[C@@H](C1)F)C(=C(N=C2)C2=CC(=CC1=CC=C(C(=C21)C#C)F)O)F)O